7-fluoro-3',4'-dihydro-[2,6'-biquinolin]-2'(1'H)-one FC1=CC=C2C=CC(=NC2=C1)C=1C=C2CCC(NC2=CC1)=O